COC=1C=C(C=CC1)NC(=O)C=1N=C2N(C=C(C=C2)C2=NOC(=N2)C(F)(F)F)C1 N-(3-methoxyphenyl)-6-(5-(trifluoromethyl)-1,2,4-oxadiazol-3-yl)imidazo[1,2-a]pyridine-2-carboxamide